methyl (S)-3-fluoropyrrolidine-1-carboxylate F[C@@H]1CN(CC1)C(=O)OC